((4-amino-3-nitrophenyl) amino)-6-propylpyrimidin-4-yl 4-methylbenzenesulfonate CC1=CC=C(C=C1)S(=O)(=O)OC1=NC(=NC(=C1)CCC)NC1=CC(=C(C=C1)N)[N+](=O)[O-]